N-(tert-butoxycarbonyl)-L-proline C(C)(C)(C)OC(=O)N1[C@@H](CCC1)C(=O)O